rhodium (I) bromide [Rh]Br